C(C=C)N1N(C2=NC(=NC=C2C1=O)SC)C1=NC(=CC=C1)O[C@H]1CN2CCC1CC2 (R)-2-allyl-6-(methylthio)-1-(6-(quinuclidin-3-yloxy)pyridin-2-yl)-1,2-dihydro-3H-pyrazolo[3,4-d]pyrimidin-3-one